ClC=1C(C2=CC=C(C=C2C(C1Cl)=O)C)=O 2,3-dichloro-6-methyl-1,4-naphthoquinone